BrC=1C(=CC(=NC1)Cl)NC1=C(C=C(C(=O)OC)C=C1)OC methyl 4-((5-bromo-2-chloropyridin-4-yl) amino)-3-methoxybenzoate